[C@@H]12C3=NC=CN3C[C@@H](N1)C2 (1R,8S)-3,6,9-triazatricyclo[6.1.1.02,6]deca-2,4-diene